isobutyl 2,2,4-trimethyl-3-hydroxypentanoate CC(C(=O)OCC(C)C)(C(C(C)C)O)C